CCCCCCCC/C=C\\CCCCCCCC(=O)OC[C@H](COP(=O)(O)OCCN)OC(=O)CCC/C=C\\C/C=C\\C/C=C\\C/C=C\\CCCCC The molecule is a 1,2-diacyl-sn-glycero-3-phosphoethanolamine in which the 1- and 2-acyl groups are specified as oleoyl and arachidonoyl respectively. It derives from an oleic acid and an arachidonic acid. It is a tautomer of a 1-oleoyl-2-arachidonoyl-sn-glycerol-3-phosphoethanolamine zwitterion.